N-(3-chloro-4-cyanophenyl)-2-(4-((1-(2-(2,6-dioxopiperidin-3-yl)-1,3-Dioxoisoindoline-5-yl)azetidin-3-yl)ethynyl)-1H-pyrazol-1-yl)-2-methylpropionamide ClC=1C=C(C=CC1C#N)NC(C(C)(C)N1N=CC(=C1)C#CC1CN(C1)C=1C=C2C(N(C(C2=CC1)=O)C1C(NC(CC1)=O)=O)=O)=O